FC1(CN(CC[C@H]1NC1=NN2C(C(=N1)OC)=C(C=C2)C=2C=CC1=C(N(C(=N1)C)CCF)C2)C(C)=O)F (R)-1-(3,3-difluoro-4-((5-(1-(2-fluoroethyl)-2-methyl-1H-benzo[d]imidazol-6-yl)-4-methoxypyrrolo[2,1-f][1,2,4]triazin-2-yl)amino)piperidin-1-yl)ethan-1-one